ClC1=NC2=CC=CC=C2C=C1C=O 2-chloroquinoline-3-carbaldehyde